N-(4-Fluorobenzyl)-2-(1-methylpiperidin-2-yl)ethan-1-amine FC1=CC=C(CNCCC2N(CCCC2)C)C=C1